(1S,9S)-1-(aminomethyl)-9-ethyl-5-fluoro-9-hydroxy-4-methyl-1,2,3,9,12,15-hexahydro-10H,13H-benzo[de]pyrano[3',4':6,7]indolizino[1,2-b]quinolin-10,13-dione NC[C@H]1CCC=2C=3C1=C1C(=NC3C=C(C2C)F)C2=CC3=C(C(N2C1)=O)COC([C@]3(O)CC)=O